(1-(6-(2,4-dichlorophenyl)-2-(pyridin-3-yl)pyrimidin-4-yl)piperidin-4-yl)methanol (S)-tert-butyl-4-(hydroxymethyl)-2,2-dimethyloxazolidine-3-carboxylate C(C)(C)(C)[C@]1(N(C(OC1)(C)C)C(=O)OCC1CCN(CC1)C1=NC(=NC(=C1)C1=C(C=C(C=C1)Cl)Cl)C=1C=NC=CC1)CO